1-(1Z-hexadecenyl)-2-(9Z-pentadecenoyl)-glycero-3-phosphoserine CCCCCCCCCCCCCC/C=C\OC[C@H](COP(=O)(O)OC[C@@H](C(=O)O)N)OC(=O)CCCCCCC/C=C\CCCCC